C(#N)C1=CC=2NC3=CC(=CC=C3SC2C=C1)OC 2-cyano-8-methoxyphenothiazine